2-{[6-(aminomethyl)imidazo[1,2-a]pyridin-2-yl]methyl}-1,2-dihydro-2,7-naphthyridin-1-one NCC=1C=CC=2N(C1)C=C(N2)CN2C(C1=CN=CC=C1C=C2)=O